sodium methyl acetoacetate sodium salt [Na].C(CC(=O)C)(=O)OC.[Na]